tert-Butyl N-((3S,5S)-5-fluoro-5-methyl-3-piperidyl)carbamate F[C@]1(C[C@@H](CNC1)NC(OC(C)(C)C)=O)C